COC1=CC(=C(C=N1)N)C 6-meth-oxy-4-methyl-pyridin-3-amine